ClC=1C=C2C3=C(NC2=C(C1)C=1C=CC2=C(CC(O2)(C)C)C1)C(=NC=C3)C 6-Chloro-8-(2,2-dimethyl-2,3-dihydro-benzofuran-5-yl)-1-methyl-9H-pyrido[3,4-b]indole